The molecule is a chlorocarbon that is methane in which all the hydrogens have been replaced by chloro groups. It has a role as a refrigerant and a hepatotoxic agent. It is a chlorocarbon and a member of chloromethanes. C(Cl)(Cl)(Cl)Cl